ClC=1C(=C2C=NNC2=CC1)NC(=O)C1=CN=C(S1)NC1=NN(C=C1)[C@H]1CN(CC1)C(C(C)C)=O (R)-N-(5-chloro-1H-indazol-4-yl)-2-((1-(1-isobutyrylpyrrolidin-3-yl)-1H-pyrazol-3-yl)amino)thiazole-5-carboxamide